NCCC(=O)NC1=C(C(=CC=C1)C)C1=CC=C(C=C1)C(=O)NC=1SC=CC1C(=O)N (2'-(3-aminopropionamido)-6'-methyl-[1,1'-biphenyl]-4-carboxamido)thiophene-3-carboxamide